[Si](C1=CC=CC=C1)(C1=CC=CC=C1)(C(C)(C)C)O[C@@H]1C[C@@H](N(C1)C(=O)OC(C)(C)C)COC1=CC(=C(C=2OC(OC(C21)=O)(C)C)Cl)C tert-Butyl (2R,4R)-4-((tert-butyldiphenylsilyl)oxy)-2-(((8-chloro-2,2,7-trimethyl-4-oxo-4H-benzo[d][1,3]dioxin-5-yl)oxy)methyl)pyrrolidin-1-carboxylate